C12(CCC(=N1)C=C1CCC(=N1)C=C1CCC(=N1)C=C1CCC2N1)C(=O)OC[C@@H]1[C@H]([C@H]([C@@H](O1)N1C=NC=2C(N)=NC=NC12)O)O adenosine corrinate